N1=C(N=CC2=CC=CC=C12)NC1CCC(CC1)NC1=CC=C(C=C1)N1CCN(CC1)C(=O)OC(C)(C)C tert-butyl 4-(4-(((1r,4r)-4-(quinazolin-2-ylamino)cyclohexyl)amino)phenyl)piperazine-1-carboxylate